COC(=O)C1C(CCCC1=CC1=CC=CC=C1)(C)C 2,2-dimethyl-6-benzylidenecyclohexanecarboxylic acid (+-)-methyl ester